C(#N)C=1C=C(C(=NC1OCC1=CC=C(C=C1)C(F)(F)F)C)C(=O)O 5-cyano-2-methyl-6-[[4-(trifluoromethyl)phenyl]methoxy]-pyridine-3-carboxylic acid